C1(=CC=CC2=CC=CC=C12)OCC1=NC=C(C#N)C=C1 6-((naphthalen-1-yloxy)methyl)nicotinonitrile